ClC=1C=C(C=CC1N1C(N(CC1)C)=O)C1=C(C(=CC(=C1)F)C=1C=C(C(N(C1)C)=O)N1CCNCC1)O 5-(3'-chloro-5-fluoro-2-hydroxy-4'-(3-methyl-2-oxoimidazolidin-1-yl)-[1,1'-biphenyl]-3-yl)-1-methyl-3-(piperazin-1-yl)pyridin-2(1H)-one